(3-phenoxyphenyl)methyl 3-(2,2-dichloroethenyl)-2,2-dimethylcyclopropanecarboxylate ClC(=CC1C(C1C(=O)OCC1=CC(=CC=C1)OC1=CC=CC=C1)(C)C)Cl